4-[6-cyclopropyl-2-(2H3)methyl-1-oxo-2,7-naphthyridin-4-yl]-2,6-dimethoxybenzaldehyde C1(CC1)C=1C=C2C(=CN(C(C2=CN1)=O)C([2H])([2H])[2H])C1=CC(=C(C=O)C(=C1)OC)OC